dimethyl-[rac-(3R)-3-(6-pyridazin-4-yl-3-pyridyl)-3-[[rac-(7S)-4,7-difluoro-7-isopropyl-6,8-dihydro-5H-acridine-2-carbonyl]amino]propyl]ammonium C[NH+](CC[C@@H](NC(=O)C1=CC2=CC=3C[C@@](CCC3N=C2C(=C1)F)(C(C)C)F)C=1C=NC(=CC1)C1=CN=NC=C1)C |r|